5-(3-methyl-3-heptyloxycarbonyl)-7-oxo-bicyclo[2.2.1]Hept-2-ene CC(CC)(CCCC)OC(=O)C1C2C=CC(C1)C2=O